N-{2,3-difluoro-4-[5-(trifluoromethyl)-1,2,4-oxadiazol-3-yl]benzyl}butyramide FC1=C(CNC(CCC)=O)C=CC(=C1F)C1=NOC(=N1)C(F)(F)F